ethyl 2-bromo-4-methyl-1H-imidazole-5-carboxylate Ethyl-4-methyl-1H-imidazole-5-carboxylate C(C)OC(=O)C1=C(N=CN1)C.BrC=1NC(=C(N1)C)C(=O)OCC